(2S)-2-(3-(5-(1-amino-2,2,2-trifluoroethyl)-6-oxo-1,6-dihydropyridin-3-yl)-4,4-difluoropiperidin-1-yl)-N-(2,2-difluoro-[1,3]dioxolo[4',5':4,5]benzo[1,2-d]thiazol-6-yl)propanamide NC(C(F)(F)F)C1=CC(=CNC1=O)C1CN(CCC1(F)F)[C@H](C(=O)NC=1SC2=C(N1)C=C1C(=C2)OC(O1)(F)F)C